2-(4-fluorobenzyl)-6-(4-fluorophenyl)pyridazin-3(2H)-one FC1=CC=C(CN2N=C(C=CC2=O)C2=CC=C(C=C2)F)C=C1